FC1=CC(=C(C=C1OC)C(C)=O)O (4-fluoro-2-hydroxy-5-methoxyphenyl)ethanone